benzyl 4-(8-(7-(difluoromethyl)-6-(1-methyl-1H-pyrazol-4-yl)-3,4-dihydroquinolin-1(2H)-yl)-2-(methylcarbamoyl)-1,2,3,4-tetrahydroisoquinolin-6-yl)-3,6-dihydropyridine-1(2H)-carboxylate FC(C1=C(C=C2CCCN(C2=C1)C=1C=C(C=C2CCN(CC12)C(NC)=O)C=1CCN(CC1)C(=O)OCC1=CC=CC=C1)C=1C=NN(C1)C)F